(3R,8S,8aR)-8-methyl-3-phenyltetrahydro-2H-oxazolo[3,2-a]Pyridin-5(3H)-one C[C@@H]1[C@@H]2N(C(CC1)=O)[C@@H](CO2)C2=CC=CC=C2